1-methyl-3-((2-methyl-5-((4-((4-(pyridin-3-yl)pyrimidin-2-yl)amino)phenyl)carbamoyl)phenyl)carbamoyl)-4-oxocyclohex-2-ene-1-carboxylate CC1(C=C(C(CC1)=O)C(NC1=C(C=CC(=C1)C(NC1=CC=C(C=C1)NC1=NC=CC(=N1)C=1C=NC=CC1)=O)C)=O)C(=O)[O-]